1-((R)-1-(5-(8-(but-3-en-1-yloxy)-[1,2,4]triazolo[1,5-a]pyrazin-6-yl)-6-methylpyridin-3-yl)ethyl)-3-((S)-7,7-difluorooct-1-en-4-yl)-1-ethylurea C(CC=C)OC=1C=2N(C=C(N1)C=1C=C(C=NC1C)[C@@H](C)N(C(=O)N[C@H](CC=C)CCC(C)(F)F)CC)N=CN2